2-[1-[5-(2,6-Dioxo-3-piperidinyl)-3-fluoro-2-pyridinyl]-4-piperidinyl]acetic acid O=C1NC(CCC1C=1C=C(C(=NC1)N1CCC(CC1)CC(=O)O)F)=O